N-(2-amino-2-methylpropyl)-6-(2,6-dimethyl-4H-thieno[3,2-b]pyrrol-5-yl)pyrazine-2-carboxamide NC(CNC(=O)C1=NC(=CN=C1)C1=C(C2=C(N1)C=C(S2)C)C)(C)C